BrC1=C(C=C(C(=O)N2CC=3N(CC2)C(N(C3C(=O)N[C@@H](C)C3=C(C=C(C=C3)C#N)F)C3=CC=C(C=C3)OCC(F)(F)F)=O)C=C1)Cl |r| 7-(4-bromo-3-chloro-benzoyl)-3-oxo-N-[rac-(1S)-1-(4-cyano-2-fluoro-phenyl)ethyl]-2-[4-(2,2,2-trifluoroethoxy)phenyl]-6,8-dihydro-5H-imidazo[1,5-a]pyrazine-1-carboxamide